N-(5-(3-cyanoimidazo[1,2-a]pyridin-6-yl)-1-(2,2-difluoroethyl)-4-(4-fluorophenyl)-1H-imidazol-2-yl)acetamide C(#N)C1=CN=C2N1C=C(C=C2)C2=C(N=C(N2CC(F)F)NC(C)=O)C2=CC=C(C=C2)F